N-(3-bromo-5-methylphenyl)cinnamamide BrC=1C=C(C=C(C1)C)NC(C=CC1=CC=CC=C1)=O